FC=1C=C(C=CC1)S(=O)(C)=NC1=C(N=C2N1C=C(C=C2)C(N)=NO)C 3-(((3-fluorophenyl)(methyl)(oxo)-λ6-sulfaneylidene)amino)-N'-hydroxy-2-methylimidazo[1,2-a]pyridine-6-carboximidamide